F[C@@H]1[C@@H](C2=C(N(C=C2C(F)(F)F)C=2C(=C(C#N)C=CC2)F)[C@@H]1F)O (4r,5r,6s)-(5,6-difluoro-4-hydroxy-3-(trifluoromethyl)-5,6-dihydro-cyclopenta[b]pyrrol-1(4H)-yl)-2-fluorobenzonitrile